C1=CC(=C[N+](=C1)[O-])C(=O)N nicotinamide-N-oxide